2-methylpropan-2-yl (1S,2S,4R,5R)-2,4-difluoro-3-hydroxy-5-methyl-8-azabicyclo[3.2.1]octane-8-carboxylate F[C@H]1[C@@H]2CC[C@]([C@H](C1O)F)(N2C(=O)OC(C)(C)C)C